C(C)(C)(C)OC(=O)N[C@@H]1[C@@H](CC=2C=C(C(=C(C2C1)F)N(C(C(F)(F)F)=O)CC(=O)OC)O)O methyl [{(6R,7S)-7-[(tert-butoxycarbonyl)amino]-1-fluoro-3,6-dihydroxy-5,6,7,8-tetrahydronaphthalen-2-yl}(trifluoroacetyl)amino]acetate